Diazacyclohexadecane N1NCCCCCCCCCCCCCC1